2-((3-chloro-4-(trifluoromethyl)benzyl)oxy)-5-(4-(trifluoromethyl)-1H-pyrrol-2-yl)pyridin-4-ol ClC=1C=C(COC2=NC=C(C(=C2)O)C=2NC=C(C2)C(F)(F)F)C=CC1C(F)(F)F